2-((5-(5-(difluoromethyl)-1,3,4-oxadiazole-2-yl)pyridine-2-yl)methyl)-4,4-dimethyl-6-(piperidine-4-yl)isoquinoline-1,3(2H,4H)-dione 2,2,2-trifluoroacetate FC(C(=O)O)(F)F.FC(C1=NN=C(O1)C=1C=CC(=NC1)CN1C(C2=CC=C(C=C2C(C1=O)(C)C)C1CCNCC1)=O)F